6-fluoro-N-(8-fluoro-6-oxo-1,2,3,4,5,6-hexahydrophenanthridin-1-yl)-N,4-dimethyl-1H-indole-2-carboxamide FC1=CC(=C2C=C(NC2=C1)C(=O)N(C)C1CCCC=2NC(C3=CC(=CC=C3C12)F)=O)C